1,2-dichloro-ethene ClC=CCl